O(C1=CC=CC=C1)C1=CC(=NC=C1)OC1=C(C=CC=C1)/C(/C(=O)OC)=C\OC methyl (E)-2-[2-(4-phenoxypyridin-2-yloxy) phenyl]-3-methoxyacrylate